ClC1=C(C=CC(=C1)F)N1C(=CC=C1C)C 1-(2-chloro-4-fluorophenyl)-2,5-dimethyl-1H-pyrrole